2-{2-[(2E)-3-(methoxycarbonyl)prop-2-enoyloxyl]-N-methylacetylamino}acetic acid COC(=O)/C=C/C(=O)OC(C(=O)NCC(=O)O)C